8-chloro-3-(4-mercaptophenyl)-2-methylquinazolin-4(3H)-one ClC=1C=CC=C2C(N(C(=NC12)C)C1=CC=C(C=C1)S)=O